CC(CCCCCCCCCCCC)CCCCCCCCCCCCCC (E)-13-methyl-heptacosane